methyl (1-((3-chloro-4-fluorophenyl)carbamoyl)-2-methyl-2,4,5,6,7,8-hexahydrocyclohepta[c]pyrrol-4-yl)carbamate ClC=1C=C(C=CC1F)NC(=O)C=1N(C=C2C1CCCCC2NC(OC)=O)C